CC1=NNC2=NC(=CC=C21)CN2CCC1=CC=C(C=C21)C(=O)OCC Ethyl 1-((3-methyl-1H-pyrazolo[3,4-b]pyridin-6-yl)methyl)indoline-6-carboxylate